FC(OC1=CC=C(C=C1)C1=NOC(=N1)CSC1=NN=NN1C=1C=C(C=CC1)NC(C)=O)(F)F N-(3-(5-(((3-(4-(trifluoromethoxy)phenyl)-1,2,4-oxadiazol-5-yl)methyl)sulfanyl)-1H-tetrazol-1-yl)phenyl)acetamide